(4E)-4-[3-(3-chlorophenyl)prop-2-yn-1-ylidene]-N-(2,2-dimethyltetrahydro-2H-pyran-4-yl)-3,3-dimethylpiperidine-1-carboxamide ClC=1C=C(C=CC1)C#C\C=C/1\C(CN(CC1)C(=O)NC1CC(OCC1)(C)C)(C)C